ClC=1C(=CC(=C(CNC[C@H](CC(=O)O)O)C1)OCC=1C=NC=C(C1)C#N)OCC=1C(=C(C=CC1)C1=C(C(=CC=C1)C1=CC=C(C=C1)CCN1CCCC1)C)C (S)-4-((5-chloro-2-((5-cyanopyridin-3-yl)methoxy)-4-((2,2'-dimethyl-4''-(2-(pyrrolidin-1-yl)ethyl)-[1,1':3',1''-terphenyl]-3-yl)methoxy)benzyl)amino)-3-hydroxybutanoic acid